3-[(4S)-4-[2-[5-[(6,7-difluoro-4-methylsulfanyl-1H-indol-5-yl)oxy]-2-fluoro-phenyl]-1H-imidazol-4-yl]-2,2,4-trimethyl-chroman-8-yl]propanoic acid FC1=C(C(=C2C=CNC2=C1F)SC)OC=1C=CC(=C(C1)C=1NC=C(N1)[C@]1(CC(OC2=C(C=CC=C12)CCC(=O)O)(C)C)C)F